C(C1=CC=CC=C1)OCC1CN(C1)C=1C=C2COC(C2=CC1)=O 5-(3-((benzyloxy)methyl)azetidin-1-yl)isobenzofuran-1(3H)-one